phenylethyl-resorcinol methyl-N-[5-({4-[(2S)-2-{[8-(3,3-difluoropyrrolidine-1-carbonyl)quinazolin-4-yl]amino}propyl]piperazin-1-yl}sulfonyl)-4-methyl-1,3-thiazol-2-yl]carbamate CN(C(=O)OC1=C(C(O)=CC=C1)CCC1=CC=CC=C1)C=1SC(=C(N1)C)S(=O)(=O)N1CCN(CC1)C[C@H](C)NC1=NC=NC2=C(C=CC=C12)C(=O)N1CC(CC1)(F)F